11,15-Dimethylheptatriacontane CC(CCCCCCCCCC)CCCC(CCCCCCCCCCCCCCCCCCCCCC)C